FC(C1=NN=C(S1)NC(=O)C1=NN2C(C(N(CC2)CCCO)=O)=C1C1CC1)(F)F 3-Cyclopropyl-5-(3-hydroxypropyl)-4-oxo-4,5,6,7-tetrahydropyrazolo[1,5-a]pyrazine-2-carboxylic acid (5-trifluoromethyl-[1,3,4]thiadiazol-2-yl) amide